Cl.NC(CC(=O)O)CN1C(C(=CC=C1)C1=CC=C(C=C1)OC1=NC=C(C=C1F)Cl)=O 3-amino-4-(3-(4-((5-chloro-3-fluoropyridin-2-yl)oxy)phenyl)-2-oxopyridin-1(2H)-yl)butanoic acid hydrochloride